CC1(CCC=2C(=NNC2C1)C=1NC2=CC(=CC=C2C1)C(=O)N1CCC(CC1)C1CCN(CC1)C1=CC=C(C=N1)C1C(NC(CC1)=O)=O)C 3-(6-(1'-(2-(6,6-dimethyl-4,5,6,7-tetrahydro-1H-indazol-3-yl)-1H-indole-6-carbonyl)-[4,4'-bipiperidin]-1-yl)pyridin-3-yl)piperidine-2,6-dione